O1CC[C@H](C2=CC=CC=C12)NC(=O)C=1C=C(C=CC1)N[C@@]1(CN(CC1)C(=O)OC(C)(C)C)C1=NN=C(N1)C1=CC=NC=C1 tert-butyl (S)-3-((3-(((R)-chroman-4-yl)carbamoyl)phenyl)amino)-3-(5-(pyridin-4-yl)-4H-1,2,4-triazol-3-yl)pyrrolidine-1-carboxylate